BrC=1C(=C(C=CC1C(F)(F)F)O)F 3-bromo-2-fluoro-4-(trifluoromethyl)phenol